ethoxy-2,4-difluorobenzamide C(C)OC=1C(=C(C(=O)N)C=CC1F)F